ClC1=CC=C(C=C1)C1NC(NC(=C1C(=O)OC)C)=S methyl 4-(4-chlorophenyl)-6-methyl-2-thioxo-1,2,3,4-tetrahydropyrimidine-5-carboxylate